4'-methoxy[1,1'-biphenyl]-3-yl-2-methylpropanol COC1=CC=C(C=C1)C1=CC(=CC=C1)C(C(C)C)O